ClC1=CC(=C(C=N1)C1=NC=C(C=C1)N1C[C@@H](O[C@@H](C1)C)C)N 6'-chloro-5-(cis-2,6-dimethylmorpholino)-[2,3'-bipyridine]-4'-amine